BITHIOPHENE-5-CARBOXYLIC ACID S1C(=CC=C1C(=O)O)C=1SC=CC1